(4-chlorobenzyl)-1-(4-(pyridin-4-yl)phenyl)piperidin-2-one ClC1=CC=C(CC2C(N(CCC2)C2=CC=C(C=C2)C2=CC=NC=C2)=O)C=C1